6-(4-(8-Isobutyl-3,8-diazabicyclo[3.2.1]octan-3-yl)phenyl)-1,4-dimethyl-2-(4-(methylsulfonyl)phenyl)-1H-pyrrolo[3,2-c]pyridin C(C(C)C)N1C2CN(CC1CC2)C2=CC=C(C=C2)C2=CC1=C(C(=N2)C)C=C(N1C)C1=CC=C(C=C1)S(=O)(=O)C